(Z)-4-(1-(4-amino-2-fluoro-but-2-en-1-yl)-2-methyl-1H-benzo[d]imidazol-4-yl)-N,N-dimethylbenzenesulfonamide NC\C=C(\CN1C(=NC2=C1C=CC=C2C2=CC=C(C=C2)S(=O)(=O)N(C)C)C)/F